C(C)C(=CO)CCC1C(C(=CC1)C)(C)C 2-ethyl-4-(2',2',3'-trimethylcyclopent-3-enyl)but-enol